C1OCCC2=CC(=CC=C12)C(=O)N Isochroman-6-carboxamide